ClC1=CC=C(C=C1)C#CCOC1=C(C=C(C=C1)CCNC(C(C(C)C)NS(=O)(=O)CC)=O)OC N-(2-(4-[3-(4-chlorophenyl)prop-2-ynyloxy]-3-methoxy-phenyl)ethyl)-2-ethanesulfonylamino-3-methylbutyramide